CC=1C=NC(=NC1)C=1C(=NC=CN1)C(C)NC(C1=CC(=CC(=C1)S(=O)(=O)C(F)(F)F)C(F)(F)F)=O N-[1-[3-(5-methylpyrimidin-2-yl)pyrazin-2-yl]ethyl]-3-(trifluoromethyl)-5-(trifluoromethylsulfonyl)benzamide